CN(C)CC1=C(C(=CC(=C1)CC)OC)OCCCCCCCCCCCCCCCC N,N-dimethyl-1-(5-ethyl-2-hexadecyloxy-3-methoxyphenyl)methylamine